BrCC(C)(C)C 1-bromo-2,2-dimethylpropane